SC(C1C(CC(CC1)C)=O)(C)C 8-mercaptomenthan-3-one